BrC1=CC(=CC2=C1NC(=N2)NC(OC)=O)C2=NNC(C1=CC=CC=C21)=O Methyl (7-bromo-5-(4-oxo-3,4-dihydrophthalazin-1-yl)-1H-benzimidazol-2-yl)carbamate